ClC=1C(=C2C(=NC1)NC(=N2)C2=CC=C(C=C2)N2C(CN(CC2)CC=2SC=CN2)C)NC2CCN(CC2)C 6-Chloro-N-(1-methylpiperidin-4-yl)-2-{4-[2-methyl-4-(1,3-thiazol-2-ylmethyl)piperazin-1-yl]phenyl}-3H-imidazo[4,5-b]pyridin-7-amine